The molecule is an organoiodine compound consisting of uracil having an iodo substituent at the 5-position. It has a role as an antimetabolite. It derives from a uracil. C1=C(C(=O)NC(=O)N1)I